4-bromo-3,3-dimethyl-1-(pyridin-2-yl)indolin-2-one BrC1=C2C(C(N(C2=CC=C1)C1=NC=CC=C1)=O)(C)C